[OH-].[Ca+2].S(=O)([O-])[O-].[Na+] sodium sulfite calcium hydroxide